L-2-aminopyrimidine NC1=NC=CC=N1